cyano-N-(4'-(2-(4-(ethylsulfonyl)phenyl)acetamido)-2'-methyl-[1,1'-biphenyl]-2-yl)acetamide zinc-lithium germanate [GeH](=O)[O-].[Li+].[Zn+2].C(#N)CC(=O)NC1=C(C=CC=C1)C1=C(C=C(C=C1)NC(CC1=CC=C(C=C1)S(=O)(=O)CC)=O)C.[GeH](=O)[O-].[GeH](=O)[O-]